methyl (R)-(5-(5-cyclopropyl-1,2,4-oxadiazol-3-yl)-2,3-dihydro-1H-inden-1-yl)carbamate C1(CC1)C1=NC(=NO1)C=1C=C2CC[C@H](C2=CC1)NC(OC)=O